3-(4-chloro-3,5-dimethyl-pyrazol-1-yl)-N-(2,2-difluoro-1,3-benzodioxol-5-yl)benzamide ClC=1C(=NN(C1C)C=1C=C(C(=O)NC2=CC3=C(OC(O3)(F)F)C=C2)C=CC1)C